BrC1=NC(=CC=C1OC)Br 2,6-Dibromo-3-methoxypyridine